C(CCC)C(C=CO)CCCCCC 3-butylnonenol